ClC1=CC=2[C@@](C3=CC=CC=C3C2C=C1)(C(=O)N1[C@H]2CC([C@@H]([C@@H]1C(=O)N[C@@H](C[C@H]1C(NCCC1)=O)C#N)CC2)(F)F)O (1R,3R,4R)-2-((S)-2-chloro-9-hydroxy-9H-fluorene-9-carbonyl)-N-((S)-1-cyano-2-((S)-2-oxopiperidin-3-yl)ethyl)-5,5-difluoro-2-azabicyclo[2.2.2]octane-3-carboxamide